ClC1=NN(C2=NC(=NC=C21)N)CC2=CC(=C(C=C2)[N+](=O)[O-])C chloro-1-(3-methyl-4-nitrobenzyl)-1H-pyrazolo[3,4-d]pyrimidin-6-amine